O=C1N(C2=C(OC1)C=CC(=C2)C2=C(C(=C(C(=C2F)F)F)F)F)CC(=O)O 2-(3-oxo-6-(perfluorophenyl)-2,3-dihydro-4H-benzo[b][1,4]oxazin-4-yl)acetic acid